N-((1-([1,1'-biphenyl]-4-yl)-1,2,3,4-tetrahydroquinolin-3-yl)methyl)acrylamide C1(=CC=C(C=C1)N1CC(CC2=CC=CC=C12)CNC(C=C)=O)C1=CC=CC=C1